3,5-dimethyl-4-nitro-pyrazole CC1=NNC(=C1[N+](=O)[O-])C